1-[(6S)-2-[2-fluoro-4-(trifluoromethyl)phenyl]-6-methyl-3-(pyridin-4-yl)-6,7-dihydropyrazolo[1,5-a]pyrazin-5(4H)-yl]prop-2-en-1-one FC1=C(C=CC(=C1)C(F)(F)F)C1=NN2C(CN([C@H](C2)C)C(C=C)=O)=C1C1=CC=NC=C1